3-cyclopropyl-2-((1-isobutylpiperidin-4-yl)ethynyl)-5-(1H-pyrrolo[2,3-b]pyridin-4-yl)-3H-imidazo[4,5-b]pyridine C1(CC1)N1C(=NC=2C1=NC(=CC2)C2=C1C(=NC=C2)NC=C1)C#CC1CCN(CC1)CC(C)C